N-((6-(Piperidin-4-yl)pyridin-2-yl)methyl)-3-(tetrahydro-2H-pyran-4-yl)-1H-pyrrolo[2,3-b]pyridin-4-amine N1CCC(CC1)C1=CC=CC(=N1)CNC=1C2=C(N=CC1)NC=C2C2CCOCC2